BrC1=CC2=C(C=C(O2)C(=O)OC)C=C1 methyl 6-bromo-1-benzofuran-2-carboxylate